5-phenylpyrazolo[1,5-a]pyrimidine-3-carboxamide C1(=CC=CC=C1)C1=NC=2N(C=C1)N=CC2C(=O)N